CC1=CC=C(C=C1)S(=O)(=O)OCCCCC/C(=C\Br)/Br (E)-6,7-dibromohept-6-en-1-yl 4-toluenesulfonate